bismaleimide azide [N-]=[N+]=[N-].C1(C=CC(N1)=O)=O.C1(C=CC(N1)=O)=O